C(#N)C1=C(SC2=C1C=CC=C2)C2=C(C=NN2CC)C2=CC=C1C(NN=C(C1=C2)CNC(OC(C)(C)C)=O)=O tert-butyl N-[[7-[5-(3-cyanobenzothiophen-2-yl)-1-ethyl-pyrazol-4-yl]-4-oxo-3H-phthalazin-1-yl]methyl]carbamate